O=C(C[C@H]1CC[C@@H](O1)CNC1=C(C(NN=C1)=O)C(F)(F)F)N1CCN(CC1)C1=NC=C(C=C1)C(F)(F)F 5-([[(2R,5R)-5-(2-oxo-2-[4-[5-(trifluoromethyl)pyridin-2-yl]piperazin-1-yl]ethyl)oxolan-2-yl]methyl]amino)-4-(trifluoromethyl)-2,3-dihydropyridazin-3-one